(S)-4-(5-(3-((2-((S)-3-carboxybutanoyl)-4,7-dichloro-6-methoxy-isoindolin-5-yl)oxy)propoxy)-4-chloro-7-fluoro-6-methoxybenzo[b]thiophen-2-yl)-2-methyl-4-oxobutanoic acid C(=O)(O)[C@H](CC(=O)N1CC2=C(C(=C(C(=C2C1)Cl)OCCCOC1=C(C2=C(SC(=C2)C(C[C@@H](C(=O)O)C)=O)C(=C1OC)F)Cl)OC)Cl)C